FC1=C(CN2C(C3=NC=CC=C3C2=O)([2H])[2H])C=CC(=C1)C=1C=C2C=NN(C2=CC1)C 6-(2-fluoro-4-(1-methyl-1H-indazol-5-yl)benzyl)-6,7-dihydro-5H-pyrrolo[3,4-b]pyridin-5-one-7,7-d2